CC(=CCC=1C(=C(C(=CC1O)CCCCC)C(=O)N1CCS(CC1)(=O)=O)O)CCC=C(C)C (3-(3,7-dimethylocta-2,6-dien-1-yl)-2,4-dihydroxy-6-pentylphenyl)(1,1-dioxidothiomorpholino)methanone